C1(CC1)C1=NNC(=N1)C1CC2(CN(C2)C(=O)N2CC3(C2)CC(C3)CC3=CC(=CC(=C3)S(=O)(=O)C(F)(F)F)F)C1 [6-(3-cyclopropyl-1H-1,2,4-triazol-5-yl)-2-azaspiro[3.3]heptan-2-yl]-[6-(3-fluoro-5-triflyl-benzyl)-2-azaspiro[3.3]heptan-2-yl]methanone